N-((5-(tert-butyl)-8-hydroxyquinolin-7-yl)(3-(4-(3-((2-(2,6-dioxopiperidin-3-yl)-1,3-dioxoisoindolin-4-yl)amino)-propyl)piperidine-1-carbonyl)phenyl)-methyl)butyramide C(C)(C)(C)C1=C2C=CC=NC2=C(C(=C1)C(NC(CCC)=O)C1=CC(=CC=C1)C(=O)N1CCC(CC1)CCCNC1=C2C(N(C(C2=CC=C1)=O)C1C(NC(CC1)=O)=O)=O)O